N-ethyl-N,N'-dimethyl-1,2-ethylenediamine C(C)N(CCNC)C